S1C(=NC2=C1C=CC=C2)C2=CC(=C(OCCCCOC1=CC3=C(C=CC(O3)=O)C=C1)C=C2)OC 7-(4-(4-(benzo[d]thiazol-2-yl)-2-methoxyphenoxy)butoxy)-2H-benzopyran-2-one